tert-butyl (2R,3S,4S)-4-[(tert-butoxycarbonyl)oxy]-2-{[4-(fluoromethoxy)phenyl]methyl}-3-hydroxypyrrolidine-1-carboxylate C(C)(C)(C)OC(=O)O[C@@H]1[C@H]([C@H](N(C1)C(=O)OC(C)(C)C)CC1=CC=C(C=C1)OCF)O